OP(O)OP(O)O.C(CCCCCCCCC)C(C(C(O)(CCCCCCCCCC)CCCCCCCCCC)(CO)CO)O tris(decyl)pentaerythritol diphosphite